[Cl-].COC1=NC(=NC(=N1)OC)[N+]1(CCOCC1)C 4-(4,6-dimethoxy-1,3,5-triazin-2-yl)-4-methylmorpholinium chloride